FC(F)(F)S(=N)C(F)(F)F.C(CCC)C(CP)(CCCC)CCCC tributyl-ethyl-phosphine bistrifluoromethyl-sulfimide salt